1-cyclopropyl-7-methoxy-3,4-dimethyl-1H-pyrazolo[3,4-d]pyridazine C1(CC1)N1N=C(C=2C1=C(N=NC2C)OC)C